4-benzyl-2-(1-benzyl-1H-pyrazol-4-yl)-6-methylmorpholine C(C1=CC=CC=C1)N1CC(OC(C1)C)C=1C=NN(C1)CC1=CC=CC=C1